2-methacryloxymethylthio-5-ethylthio-1,3,4-thiadiazole C(C(=C)C)(=O)OCSC=1SC(=NN1)SCC